N-[(3R,4S)-1-{5-[5-chloro-3-(2,6-difluorophenyl)pyridin-2-yl]-5-(fluoromethyl)-4,5-dihydro-1,2-oxazol-3-yl}-4-fluoropyrrolidin-3-yl]methanesulfonamide ClC=1C=C(C(=NC1)C1(CC(=NO1)N1C[C@H]([C@H](C1)F)NS(=O)(=O)C)CF)C1=C(C=CC=C1F)F